ClC=1C=C(C=NC1Cl)C(C)O 1-(5,6-dichloropyridin-3-yl)ethan-1-ol